N1(CCCC1)C=1C=C(C=CC1)C1=CC=C(C=C1)C(CC(=O)O)C#CC 3-(3'-(pyrrolidin-1-yl)-[1,1'-biphenyl]-4-yl)hex-4-ynoic acid